N-((S)-1-cyano-2-(5-(3-(methyl-d3)-2-oxo-2,3-dihydrobenzo[d]oxazol-5-yl)thiophen-2-yl)ethyl)hexahydro-1H-furo[3,4-b]pyrrole-2-carboxamide C(#N)[C@H](CC=1SC(=CC1)C=1C=CC2=C(N(C(O2)=O)C([2H])([2H])[2H])C1)NC(=O)C1CC2C(N1)COC2